O=C1N([C@@H]2CC[C@H](N1C2)C(OCCO)=N)OS(=O)(=O)O 2-Hydroxyethyl (2S,5R)-7-oxo-6-(sulfooxy)-1,6-diazabicyclo[3.2.1]octane-2-carbimidate